3-methyl-5-(4,4,5,5-tetramethyl-1,3,2-dioxaborolan-2-yl)-1-phenyl-1H-pyrazole CC1=NN(C(=C1)B1OC(C(O1)(C)C)(C)C)C1=CC=CC=C1